(methyl)-tetrazine CC=1N=NN=NC1